C(C)(C)C1CCN(CC1)C1=NC=C(C=N1)NCCC1CCC(CC1)NC(=O)N 1-((1r,4r)-4-(2-((2-(4-isopropylpiperidin-1-yl)pyrimidin-5-yl)amino)ethyl)cyclohexyl)urea